7-phenyl-1,5,7-triazabicyclo[4.4.0]Dec-5-ene C1(=CC=CC=C1)N1C2=NCCCN2CCC1